FC1=CC=C(C=C1)[C@@H]1N(CCC2=CC=CC=C12)C(=O)[C@H]1CC[C@@H](O1)CNC(OC(C)(C)C)=O tert-butyl (((2R,5R)-5-((S)-1-(4-fluorophenyl)-1,2,3,4-tetrahydroisoquinoline-2-carbonyl)tetrahydrofuran-2-yl)methyl)carbamate